PC(CCCCC)=O phosphaheptanone